(R)-octahydropyrrolo[1,2-a]pyrazine C1[C@@H]2N(CCN1)CCC2